C(C)(CC)NCCCN N-sec-butyl-1,3-propanediamine